C(C)N1C=C(C2=CC=CC=C12)CC(C)N 1-(1-ethyl-1H-indol-3-yl)propan-2-amine